FC1(CC2(C1)C[C@@H](N(CC2)CC2=C1C=CNC1=C(C=C2OC)C)C2=CC=C(C(=O)NC1CC3(CNC3)C1)C=C2)F (R)-4-(2,2-difluoro-7-((5-methoxy-7-methyl-1H-indol-4-yl)methyl)-7-azaspiro[3.5]nonan-6-yl)-N-(2-azaspiro[3.3]heptan-6-yl)benzamide